2-chloro-4-(2-(3,5-difluorophenyl)-2-hydroxyacetamido)-N-isopropylnicotinamide ClC1=C(C(=O)NC(C)C)C(=CC=N1)NC(C(O)C1=CC(=CC(=C1)F)F)=O